Br\C(=C/C=O)\C1=CC=C(C=C1)N(C)C (Z)-3-bromo-3-(4-(dimethylamino)phenyl)acrolein